2-isopropoxyphenylsuccinic acid diethyl ester C(C)OC(C(CC(=O)OCC)C1=C(C=CC=C1)OC(C)C)=O